3-(3-(4-((2,6-diazaspiro[3.4]octan-2-yl)methyl)phenyl)-5-phenyl-3H-imidazo[4,5-b]pyridin-2-yl)pyridin-2-amine C1N(CC12CNCC2)CC2=CC=C(C=C2)N2C(=NC=1C2=NC(=CC1)C1=CC=CC=C1)C=1C(=NC=CC1)N